5-pentyl-benzene-1,3-diol C(CCCC)C=1C=C(C=C(C1)O)O